C(C)C(CC(=CC1=CC=CC=C1)CC(C(=O)O)=C)CCCC 2-ethylhexyl-styrene-methacrylic acid